CC1(CCC(CC1)NC1=NN2C(C(=N1)OC1COC1)=C(C=C2)C=2C=C1N=CC=NC1=CC2)O (1r,4r)-1-methyl-4-((4-(oxetan-3-yloxy)-5-(quinoxalin-6-yl)pyrrolo[2,1-f][1,2,4]triazin-2-yl)amino)cyclohexan-1-ol